3-(5-(5-((4'-chloro-5,5-dimethyl-3,4,5,6-tetrahydro-[1,1'-biphenyl]-2-yl)methyl)octahydropyrrolo[3,4-c]pyrrole-2-carbonyl)-1-oxoisoindolin-2-yl)piperidine-2,6-dione ClC1=CC=C(C=C1)C1=C(CCC(C1)(C)C)CN1CC2C(C1)CN(C2)C(=O)C=2C=C1CN(C(C1=CC2)=O)C2C(NC(CC2)=O)=O